C1(CC1)C1=C(C(=NO1)C1=C(C=CC=C1Cl)Cl)CO[C@H]1[C@@H]2CN([C@H](C1)C2)C=2C=CC(=NC2)C(=O)O 5-[(1S,4S,5R)-5-[[5-cyclopropyl-3-(2,6-dichlorophenyl)-1,2-oxazol-4-yl]methoxy]-2-azabicyclo[2.2.1]heptan-2-yl]pyridine-2-carboxylic acid